N1(CCOCC1)C=1C2=C(N=CN1)N(C(=C2)C2=CC=C(C=C2)NS(=O)(=O)C2CCNCC2)COCC[Si](C)(C)C N-{4-[4-(morpholin-4-yl)-7-{[2-(trimethylsilyl)ethoxy]methyl}-7H-pyrrolo[2,3-d]pyrimidin-6-yl]phenyl}piperidine-4-sulfonamide